C(C1=CC=CC=C1)N1C=C(C=C(C1=O)C)OC1=C(C=C(C=C1Cl)NN=C(C(=O)NC([O-])=O)C#N)Cl (2-(2-(4-((1-benzyl-5-methyl-6-oxo-1,6-dihydropyridin-3-yl)oxy)-3,5-dichlorophenyl)hydrazono)-2-cyanoacetyl)carbamate